1-benzyl-3-(3-indolyl)-3-hydroxy-indol-2-one C(C1=CC=CC=C1)N1C(C(C2=CC=CC=C12)(O)C1=CNC2=CC=CC=C12)=O